7-Cyclobutoxy-2-(1-methyl-2-oxabicyclo[2.1.1]hex-4-yl)imidazo[1,2-a]pyridine-6-carboxylic acid methyl ester COC(=O)C=1C(=CC=2N(C1)C=C(N2)C21COC(C2)(C1)C)OC1CCC1